FC(C=1C(=C(C=CC1F)[C@H]1[C@H](O[C@]([C@@H]1C)(C(F)(F)F)C)C(=O)NC1=CC(=NC=C1)C(=O)N)OC)F (2S,3S,4R,5R)-4-[[3-[3-(difluoromethyl)-4-fluoro-2-methoxy-phenyl]-4,5-dimethyl-5-(trifluoromethyl)tetrahydrofuran-2-carbonyl]amino]pyridine-2-carboxamide